2-(7-(3-chlorophenyl)-2-(ethylthio)pyrazolo[1,5-a]pyrimidin-3-yl)-3-methyl-6-(trifluoromethyl)-3H-imidazo[4,5-b]pyridine ClC=1C=C(C=CC1)C1=CC=NC=2N1N=C(C2C2=NC=1C(=NC=C(C1)C(F)(F)F)N2C)SCC